COC1=C(C=C2C(=NC=NC2=C1)NC1=C(C=C(C(=C1)C)OC1=CC2=C(N(C=N2)C)C=C1)OC)C1CC(N(C1)C)C=CC(=O)N 4-(7-methoxy-4-((2-methoxy-5-methyl-4-((1-methyl-1H-benzo[d]imidazol-5-yl)oxy)phenyl)amino)quinazolin-6-yl)-3-(1-methylpyrrolidin-2-yl)acrylamide